C(C)N(CCCOC(=O)OCC(CCCCCC\C=C/C\C=C/CCCCCCCC(=O)[O-])(CCCCCC\C=C/C\C=C/CCCCCCCC(=O)[O-])COC(CCCCCCC\C=C/C\C=C/CCCCC)=O)CC (9Z,9'Z,12Z,12'Z)-2-((((3-(diethylamino)propoxy)carbonyl)oxy)methyl)-2-(((9Z,12Z)-octadeca-9,12-dienoyloxy)methyl)propane-1,3-diylbis(octadeca-9,12-dienoate)